2-((1-(2-(3-azabicyclo[3.1.0]hexan-3-yl)-5-fluoro-3,6-dimethyl-4-oxo-3,4-dihydro-quinazolin-8-yl)ethyl)amino)benzoic acid C12CN(CC2C1)C1=NC2=C(C=C(C(=C2C(N1C)=O)F)C)C(C)NC1=C(C(=O)O)C=CC=C1